3-(2-carboxy-4,6-dichloroindol-3-yl)propionic acid C(=O)(O)C=1NC2=CC(=CC(=C2C1CCC(=O)O)Cl)Cl